5-oxo-3-phenyl-2,3,4,5-tetrahydro-1H-benzopyran O=C1C=CC=C2C1CC(CO2)C2=CC=CC=C2